6-fluoro-2-methyl-5-(phenylthio)benzofuran-3-carboxylic acid FC1=CC2=C(C(=C(O2)C)C(=O)O)C=C1SC1=CC=CC=C1